[OH-].CN(C(N(C)P)=NC)C (tetramethylguanidino)phosphine hydroxide